Bromoacrylamid BrC(C(=O)N)=C